FC=1C=C(CBr)C=CC1 3-fluorobenzyl bromide